amino 4-nitrobenzoate [N+](=O)([O-])C1=CC=C(C(=O)ON)C=C1